FC=1C=C(C(=O)OCC)C=C(C1)F ethyl 3,5-difluorobenzoate